1,6-hexanediol di(3-mercaptopropionate) SCCC(=O)OCCCCCCOC(CCS)=O